C(#N)C1=C(C=CC=C1)C=1C=CC(=NC1)/C=C/[C@H]1[C@@H](C(C[C@]2(C(O[C@@H]([C@@H]12)C)=O)[C@H](C(=O)N)O)(F)F)C |&1:27| (R and S)-2-((1R,3aR,6S,7R,7aS)-7-((E)-2-(5-(2-cyanophenyl)pyridin-2-yl)vinyl)-5,5-difluoro-1,6-dimethyl-3-oxooctahydroisobenzofuran-3a-yl)-2-hydroxyacetamide